(S)-3-(3-(3,3-Dimethyl-1-(4-methyl-4H-1,2,4-triazol-3-yl)cyclobutyl)phenyl)-6-((3-methylpiperidin-1-yl)methyl)-8-(trifluoromethyl)quinazolin-4(3H)-one CC1(CC(C1)(C1=NN=CN1C)C=1C=C(C=CC1)N1C=NC2=C(C=C(C=C2C1=O)CN1C[C@H](CCC1)C)C(F)(F)F)C